tert-butyl (S)-3-(2-chloro-6-(4,4,5,5-tetramethyl-1,3,2-dioxaborolan-2-yl)-pyridin-4-yl)-4-((methyl-d3)sulfonyl)piperazine-1-carboxylate ClC1=NC(=CC(=C1)[C@H]1CN(CCN1S(=O)(=O)C([2H])([2H])[2H])C(=O)OC(C)(C)C)B1OC(C(O1)(C)C)(C)C